3-cyclohexylquinazolin-4(3H)-one C1(CCCCC1)N1C=NC2=CC=CC=C2C1=O